C(C)N1[C@H]2CN(C[C@@H]1CC(C2)C=2C=C1CN(C(C1=CC2)=O)C2C(NC(CC2)=O)=O)C 3-(5-((1R,5S)-9-ethyl-3-methyl-3,9-diazabicyclo[3.3.1]nonan-7-yl)-1-oxoisoindolin-2-yl)piperidine-2,6-dione